3-((2,6-difluoropyridin-4-yl)oxy)azetidine FC1=NC(=CC(=C1)OC1CNC1)F